FC=1C=C(C=CC1F)CNC(=O)C1=CC=C(C=C1)C1=C(C(=NC(=C1C(=O)N)CC(C)C)CCC1=CC=C(C=C1)F)C=1OC(=NN1)C 4-(p-{[(3,4-difluorophenyl)methyl]carbamoyl}phenyl)-6-[2-(p-fluorophenyl)ethyl]-2-isobutyl-5-(5-methyl-1,3,4-oxadiazol-2-yl)nicotinamide